FC1=C(C(=C(C(=C1[B-](C1=C(C(=C(C(=C1F)F)F)F)F)(C1=C(C(=C(C(=C1F)F)F)F)F)C1=C(C(=C(C(=C1F)F)F)F)F)F)F)F)F.FC1=C(C(=C(C(=C1[B-](C1=C(C(=C(C(=C1F)F)F)F)F)(C1=C(C(=C(C(=C1F)F)F)F)F)C1=C(C(=C(C(=C1F)F)F)F)F)F)F)F)F.FC(C[NH+]1CCN(CC1)CC(F)(F)F)(F)F.FC(C[NH+]1CCN(CC1)CC(F)(F)F)(F)F 1,4-bis(2,2,2-trifluoroethyl)piperazinium bis[tetrakis(pentafluorophenyl) borate]